N[C@H](C)C=1C=C(C=C2C(N(C(=NC12)C1CCOCC1)C1CC1)=O)F 8-[(1R)-1-aminoethyl]-3-cyclopropyl-6-fluoro-2-tetrahydropyran-4-yl-quinazolin-4-one